N-(4'-((2-(1,1-difluoroethyl)-6-methylpyrimidin-4-yl)amino)-5-(methylsulfonyl)-[2,3'-bipyridyl]-6'-yl)acetamide FC(C)(F)C1=NC(=CC(=N1)NC1=C(C=NC(=C1)NC(C)=O)C1=NC=C(C=C1)S(=O)(=O)C)C